Cl.C(C)(C)OC[C@H](N)C1=CC(=CC=C1)C(F)(F)F |r| (+-)-2-isopropoxy-1-(3-(trifluoromethyl)phenyl)ethane-1-amine hydrochloride